4-((4-(2-Ethyloxazol-4-yl)pyridin-2-yl)((4-(4-methoxy-3-methylphenyl) bicyclo[2.2.2]octan-1-yl) methyl)carbamoyl)(trans-cyclohexyl) 3-(hydroxymethyl)azetidine-1-carboxylate OCC1CN(C1)C(=O)O[C@@H]1CC[C@H](CC1)C(N(CC12CCC(CC1)(CC2)C2=CC(=C(C=C2)OC)C)C2=NC=CC(=C2)C=2N=C(OC2)CC)=O